tert-butyl 3-(5-(3-cyano-6-(2-hydroxy-2-methylpropoxy)-7-methylpyrazolo[1,5-a]pyridin-4-yl) pyridin-2-yl)-3,6-diazabicyclo[3.1.1]heptane-6-carboxylate C(#N)C=1C=NN2C1C(=CC(=C2C)OCC(C)(C)O)C=2C=CC(=NC2)N2CC1N(C(C2)C1)C(=O)OC(C)(C)C